FC(C1=CC=C2C(=CNC2=C1)S(=O)(=O)NC1=C(C=C(C(=C1)F)F)F)(F)F 6-(trifluoromethyl)-N-(2,4,5-trifluorophenyl)-1H-indole-3-sulfonamide